5-phenylpyridine (tert-butyl (cyclohexyl (5-phenylpyridin-3-yl)methyl)carbamate) C(C)(C)(C)N(C(O)=O)C(C=1C=NC=C(C1)C1=CC=CC=C1)C1CCCCC1.C1(=CC=CC=C1)C=1C=CC=NC1